1-(2-Hydroxy ethyl) 4-methyl terephthalate C(C1=CC=C(C(=O)OC)C=C1)(=O)OCCO